ClC1=CC=C(C=2C=NN(C12)C1OCCCC1)C=O 7-chloro-1-tetrahydropyran-2-yl-indazole-4-carbaldehyde